COC=1C=C(CN2C=NC3=CC(=CC=C3C2=O)C=2C(=NNC2)C(F)(F)F)C=CC1 3-(3-Methoxybenzyl)-7-(3-(trifluoromethyl)-1H-pyrazol-4-yl)quinazolin-4(3H)-one